(S)-3-(3'-chlorobiphenyl-3-yl)-3-(3-(1-methyl-4-oxo-2-oxo-1,2-dihydropyridin-3-yl)ureido)propanoic acid ClC=1C=C(C=CC1)C1=CC(=CC=C1)[C@H](CC(=O)O)NC(=O)NC1C(N(C=CC1=O)C)=O